N1C=NC(=C1)C(=O)NCCOCCOCCOCCOCCC(=O)N(CCCCCCCC(=O)OCCCCCCCCC)CCCCCCCC(=O)OC(CCCCCCCC)CCCCCCCC nonyl 8-[3-[2-[2-[2-[2-(1H-imidazole-4-carbonylamino)ethoxy]ethoxy]ethoxy]ethoxy]propanoyl-[8-(1-octylnonoxy)-8-oxo-octyl]amino]octanoate